2,4-dimorpholinoaniline O1CCN(CC1)C1=C(N)C=CC(=C1)N1CCOCC1